C(C)(C)(C)OC(=O)N1[C@@H](CN(CC1)CCOC1=C(C=C(C=C1)N1C(N(C(C1(C)C)=O)C1=CC(=C(C=C1)C#N)C(F)(F)F)=S)CC)C (R)-4-(2-(4-(3-(4-cyano-3-(trifluoromethyl)phenyl)-5,5-dimethyl-4-oxo-2-thioxoimidazolidin-1-yl)-2-ethylphenoxy)ethyl)-2-methylpiperazine-1-carboxylic acid tert-butyl ester